2,2,2-trichloro-1-isocyanatoethan-1-one ClC(C(=O)N=C=O)(Cl)Cl